(R)-4-(Piperidin-3-yl)-1H-pyrrolo[2,3-c]pyridine-7-carboxamide N1C[C@H](CCC1)C1=C2C(=C(N=C1)C(=O)N)NC=C2